6-oxo-pyridine-3-carboxamide O=C1C=CC(=CN1)C(=O)N